(1S,2S,4R,5R,6R,7S)-N-(3,4-dichlorophenyl)-7-(2,3-difluoropyridin-4-yl)-8-oxatricyclo[3.2.1.02,4]octane-6-carboxamide ClC=1C=C(C=CC1Cl)NC(=O)[C@H]1[C@H]2[C@@H]3C[C@@H]3[C@@H]([C@@H]1C1=C(C(=NC=C1)F)F)O2